FC1=CC=C(C(=C1[C@@H]([C@@H](C=1OC(NN1)=O)NS(=O)(=O)N1CCC2(CC(N(C2)C)=O)CC1)C)C)C N-((1S,2S)-2-(6-fluoro-2,3-dimethylphenyl)-1-(5-oxo-4,5-dihydro-1,3,4-oxadiazol-2-yl)propyl)-2-methyl-3-oxo-2,8-diazaspiro[4.5]decane-8-sulfonamide